BrC1=CN=C(C2=CC=C(C=C12)C(=O)OC)OC[C@H]1NC(C[C@H]1CC)=O methyl 4-bromo-1-[[(2S,3R)-3-ethyl-5-oxo-pyrrolidin-2-yl]methoxy]isoquinoline-6-carboxylate